3,5-dichloropyridineformyl chloride ClC=1C(=NC=C(C1)Cl)C(=O)Cl